2-(4-(2-(1-(2,6-dioxopiperidin-3-yl)-3-methyl-2-oxo-2,3-dihydro-1H-Benzimidazole-5-yl)ethyl)piperidin-1-yl)acetate O=C1NC(CCC1N1C(N(C2=C1C=CC(=C2)CCC2CCN(CC2)CC(=O)[O-])C)=O)=O